4-difluoromethoxy-3-(2,4,5-trifluorobenzyl)benzaldehyde FC(OC1=C(C=C(C=O)C=C1)CC1=C(C=C(C(=C1)F)F)F)F